4-bromo-2-(5-(6-methylpyridin-2-yl)-1-(tetrahydro-2H-pyran-2-yl)-1H-pyrazol-4-yl)thieno[2,3-c]pyridine BrC1=C2C(=CN=C1)SC(=C2)C=2C=NN(C2C2=NC(=CC=C2)C)C2OCCCC2